tert-butyl (6-chloro-1-(2-methoxy-5-(methylsulfonyl)phenyl)-1H-pyrazolo[4,3-c]pyridin-3-yl)carbamate ClC1=CC2=C(C=N1)C(=NN2C2=C(C=CC(=C2)S(=O)(=O)C)OC)NC(OC(C)(C)C)=O